[7-[[4-methyl-6-(methylamino)pyrimidin-2-yl]amino]-2,3-dihydro-1,4-benzodioxin-5-yl] trifluoromethanesulfonate FC(S(=O)(=O)OC1=CC(=CC=2OCCOC21)NC2=NC(=CC(=N2)C)NC)(F)F